C(#C)C1=CC=C(C=C1)C1=CC(=CC(=C1)C1=CC=C(C=C1)C#C)C1=CC=C(C=C1)C#C 1,3,5-tri-(4-ethynylphenyl)benzene